C(C)(C)(C)C=1C=C(C)C=C(C1O)C(C)(C)C 3,5-ditert-butyl-4-hydroxytoluene